2-methylpropane-2-sulfonamide CC(C)(C)S(=O)(=O)N